CC(C)(C)OC(=O)N1CC(C1)C(=O)O N-Boc-azetidine-3-carboxylic acid